CN1N=CC2=CC=C(C=C12)C=1C2=C(NN1)C1=C(C2)SC(=C1)C=1C=NC(=NC1)C(=O)N1CCOCC1 (5-(3-(1-methyl-1H-indazol-6-yl)-1,4-dihydrothieno[2',3':4,5]cyclopenta[1,2-c]pyrazol-6-yl)pyrimidin-2-yl)(N-morpholinyl)methanone